C1(=CC=CC=C1)C(CCCOB(O)O)(C1=CC=CC=C1)C1=CC=CC=C1.N12C=CCN=C2CCCC1 1,5-diazabicyclo[4.4.0]decene-5-ene triphenylbutylborate